BrC=1C(=CC(=NC1)NC(C)C1=CC=C(C=C1)F)F 5-bromo-4-fluoro-N-(1-(4-fluorophenyl)ethyl)pyridin-2-amine